8-(3-ethoxy-3-ethylazetidin-1-yl)-N-(2-methoxy-4-(4-methyl-4H-1,2,4-triazol-3-yl)phenyl)-6-methylpyrido[3,4-d]pyrimidin-2-amine C(C)OC1(CN(C1)C1=NC(=CC2=C1N=C(N=C2)NC2=C(C=C(C=C2)C2=NN=CN2C)OC)C)CC